C1(CC1)CNC1=C2C(=NC=3C=C(C(=CC13)OC)OCCCN1CC(CC1)O)CCC2 1-[3-({9-[(cyclopropylmethyl)amino]-7-methoxy-1H,2H,3H-cyclopenta[b]quinolin-6-yl}oxy)propyl]pyrrolidin-3-ol